5-(((2-(4-methoxyphenyl)-1,1-dioxidoisothiazolidin-5-yl)methyl)amino)-3-methyl-8-(4-(trifluoromethyl)phenyl)pyrido[4,3-d]pyrimidin-4(3H)-one COC1=CC=C(C=C1)N1S(C(CC1)CNC1=NC=C(C=2N=CN(C(C21)=O)C)C2=CC=C(C=C2)C(F)(F)F)(=O)=O